C1(=CC=CC=C1)NC1=CC(=CC=C1)N N-phenyl-1,3-phenylenediamine